5-(7-bromo-2,6,8-trifluoroquinazolin-4-yl)-3-fluoro-N,N-dimethyl-5,6,7,8-tetrahydro-4H-Pyrazolo[1,5-a][1,4]diazepine-2-carboxamide BrC1=C(C=C2C(=NC(=NC2=C1F)F)N1CC=2N(CCC1)N=C(C2F)C(=O)N(C)C)F